[Pb](Cl)Cl lead chloride